(2S,3S,4R,5R)-3,4-dihydroxyl-N-methyl-5-(6-((4-methylpyridin-2-yl)methylamino)-2-(5-methylpyridin-3-yl)-9H-purin-9-yl)-tetrahydrofuran-2-formamide O[C@@H]1[C@H](O[C@H]([C@@H]1O)N1C2=NC(=NC(=C2N=C1)NCC1=NC=CC(=C1)C)C=1C=NC=C(C1)C)C(=O)NC